FC(C)(F)C1=NC(=CC(=N1)N1CC2(C=3C=NC(=CC31)NC(C)=O)CC2)OCCN(C)C N-(1'-(2-(1,1-difluoroethyl)-6-(2-(dimethylamino)ethoxy)pyrimidin-4-yl)-1',2'-dihydrospiro[cyclopropane-1,3'-pyrrolo[3,2-c]pyridin]-6'-yl)acetamide